ClCOC(=O)OCCC(C)(C)C1=C(C=C(C=C1OP(=O)(OC(C)(C)C)OC(C)(C)C)C)CC(=O)OC(C)(C)C tert-butyl 2-(2-(4-(((chloromethoxy)carbonyl)oxy)-2-methylbutan-2-yl)-3-((di-tert-butoxyphosphoryl)oxy)-5-methylphenyl)acetate